C(C1=CC=CC=C1)OC(=O)N1[C@@H](C[C@@H](C1)OC1=NC=CC(=N1)C=1C2=C(N(N=C2C=C(C1)F)C)CCCNC)C(=O)O (2S,4S)-1-benzyloxycarbonyl-4-[4-[6-fluoro-2-methyl-3-[3-(methylamino)propyl]indazol-4-yl]pyrimidin-2-yl]oxy-pyrrolidine-2-carboxylic acid